2-[[4-(2-chlorothiazol-5-yl)-1-methyl-4,5-dihydroimidazol-2-yl]-methyl-amino]acetic acid ClC=1SC(=CN1)C1N=C(N(C1)C)N(CC(=O)O)C